N1(C=NC=C1)C1=CC=C(CN(C2=CC(=NC=C2)COCCOCC2=CC(=CC=C2)OC)CC2=CC(=CC=C2)OC)C=C1 N-(4-(1H-imidazol-1-yl)benzyl)-N-(3-methoxybenzyl)-2-((2-(3-methoxybenzyloxy)ethoxy)methyl)pyridin-4-amine